(4-aminoimidazo[1,5-a]pyrido[3,4-e]pyrazin-8-yl)((4aS,9bS)-6-fluoro-7-(trifluoromethyl)-3,4,4a,9b-tetrahydrobenzofuro[3,2-b]pyridin-1(2H)-yl)methanone NC=1C=2N(C3=C(N1)C=NC(=C3)C(=O)N3[C@@H]1[C@H](CCC3)OC3=C1C=CC(=C3F)C(F)(F)F)C=NC2